(1-methyl-6-(4-(methylamino)-2-oxopiperidin-1-yl)-1H-indazol-3-yl)piperidine-2,6-dione CN1N=C(C2=CC=C(C=C12)N1C(CC(CC1)NC)=O)N1C(CCCC1=O)=O